Cl.Cl.ClC=1C=C2CN3C(=NC2=CC1)SC=C3 7-chloro-5H-thiazolo[2,3-b]Quinazoline dihydrochloride